C12COCC(N1C=1SC3=C(N1)C=CC(=C3C(=O)NC=3C=NC(=CC3C(NC3=CC=C(C=C3)C#N)=O)OC)OC)C2 2-(3-Oxa-6-azabicyclo[3.1.1]heptan-6-yl)-N-(4-((4-cyanophenyl)carbamoyl)-6-methoxypyridin-3-yl)-6-methoxybenzo[d]thiazole-7-carboxamide